N-(5-((2s,3aR,6aS)-5,5-difluorooctahydropentalene-2-carboxamido)-2-methylpyridin-3-yl)-2-(1-methyl-1H-pyrazol-4-yl)-1H-pyrrolo[2,3-b]pyridine-5-carboxamide FC1(C[C@H]2CC(C[C@H]2C1)C(=O)NC=1C=C(C(=NC1)C)NC(=O)C=1C=C2C(=NC1)NC(=C2)C=2C=NN(C2)C)F